vinylidenemalonic acid C(=C)=C(C(=O)O)C(=O)O